N-((1H-benzo[d]imidazol-7-yl)methyl)-4-(5-methyl-2-((1-methyl-1H-pyrazol-5-yl)amino)pyrimidin-4-yl)oxazole-2-carboxamide N1C=NC2=C1C(=CC=C2)CNC(=O)C=2OC=C(N2)C2=NC(=NC=C2C)NC2=CC=NN2C